[Sn].[Zn].[Sn].[Zn] zinc-tin-zinc-tin